NC1=NC=C(C=C1O[C@H](C)C=1C=C(C=CC1)NC(C1=NC=C(C=C1)C)=O)Cl (R)-N-(3-(1-((2-Amino-5-chloropyridin-3-yl)oxy)ethyl)phenyl)-5-methylpicolinamid